rel-methyl (1R,5R,6R)-2-oxabicyclo[3.1.0]hexane-6-carboxylate [C@H]12OCC[C@@H]2[C@H]1C(=O)OC |o1:0,4,5|